C(C)N(C(O)=O)C1=NC=CC(=C1)C=1C=C2C(=NNC2=CC1)N.NC1=NNC2=CC=C(C=C12)C1=CC(=NC=C1)NC(=O)NC1=CC=C(C=C1)S(=O)(=O)C 1-(4-(3-Amino-1H-indazol-5-yl)pyridin-2-yl)-3-(4-(methylsulfonyl)phenyl)urea Ethyl-(4-(3-amino-1H-indazol-5-yl)pyridin-2-yl)carbamate